(S)-5-(5-(2-fluoro-4-methylphenyl)-1-propionyl-4,5-dihydro-1H-pyrazol-3-yl)-4-methylthieno[2,3-b]pyridin-6(7H)-one FC1=C(C=CC(=C1)C)[C@@H]1CC(=NN1C(CC)=O)C1=C(C2=C(NC1=O)SC=C2)C